8-(2,6-difluorobenzyl)-2-{[(1S)-1-{4-[(4,4-difluoropiperidin-1-yl)methyl]phenyl}ethyl]amino}pyrido[2,3-d]pyrimidin-7(8H)-one FC1=C(CN2C(C=CC3=C2N=C(N=C3)N[C@@H](C)C3=CC=C(C=C3)CN3CCC(CC3)(F)F)=O)C(=CC=C1)F